Cl[Si]([Si](C1C=CC2=C(C=CC=C12)C1=C(C=CC=C1)C)(C)C)(C)C 1-chloro-1,1,2,2-tetramethyl-2-(4-(o-tolyl)-1H-inden-1-yl)disilane